6-ethoxy-4-(5-(6-(3-fluoro-4-methoxybenzyl)-3,6-diazabicyclo[3.1.1]heptan-3-yl)pyrazin-2-yl)pyrazolo[1,5-a]pyridine-3-carbonitrile C(C)OC=1C=C(C=2N(C1)N=CC2C#N)C2=NC=C(N=C2)N2CC1N(C(C2)C1)CC1=CC(=C(C=C1)OC)F